tert-butyl ((6-((3-(3-chloro-2-(4-formyl-3-methoxyphenyl)pyridin-4-yl)-2-methylphenyl)carbamoyl)pyridin-3-yl)methyl)(methyl)carbamate ClC=1C(=NC=CC1C=1C(=C(C=CC1)NC(=O)C1=CC=C(C=N1)CN(C(OC(C)(C)C)=O)C)C)C1=CC(=C(C=C1)C=O)OC